3,3'-[[2-[(2-Cyanoethoxy)methyl]-2-ethyl-1,3-propanediyl]bis(oxy)]bis-propionitrile C(#N)CCOCC(COCCC#N)(COCCC#N)CC